FC(S(=O)(=O)OC=1C=C2N(N1)CC(C2)O[Si](C)(C)C(C)(C)C)(F)F 5-((tert-butyldimethylsilyl)oxy)-5,6-dihydro-4H-pyrrolo[1,2-b]pyrazol-2-yl trifluoromethanesulfonate